(R)-6-(5-chloro-1H-pyrazolo[3,4-b]pyridin-1-yl)-4-((1-(difluoromethyl)-1H-pyrazol-4-yl)amino)-N-(2-fluoro-3-hydroxy-3-methylbutyl)nicotinamide ClC=1C=C2C(=NC1)N(N=C2)C2=NC=C(C(=O)NC[C@H](C(C)(C)O)F)C(=C2)NC=2C=NN(C2)C(F)F